N-(1-ethoxy-2-methylpropan-2-yl)azetidine-3-carboxamide hydrochloride Cl.C(C)OCC(C)(C)NC(=O)C1CNC1